4-(1-(2-Chloro-4-((methylamino)methyl)phenyl)-1H-pyrazol-4-yl)-2-(((3R,4S)-1-(cyclopropylsulfonyl)-3-fluoropiperidin-4-yl)amino)pyrimidine-5-carbonitrile ClC1=C(C=CC(=C1)CNC)N1N=CC(=C1)C1=NC(=NC=C1C#N)N[C@@H]1[C@@H](CN(CC1)S(=O)(=O)C1CC1)F